5,6,7-trimethoxy-4-oxo-N-phenyl-1,4-dihydroquinoline-3-carboxamide COC1=C2C(C(=CNC2=CC(=C1OC)OC)C(=O)NC1=CC=CC=C1)=O